N-(1,2,3,4-Tetrahydronaphthalen-1-yl)-2-(1H-1,2,4-triazol-1-yl)pyrido[3,2-d]pyrimidin-4-amine C1(CCCC2=CC=CC=C12)NC=1C2=C(N=C(N1)N1N=CN=C1)C=CC=N2